glycerol 1,3-dipalmitate C(CCCCCCCCCCCCCCC)(=O)OCC(O)COC(CCCCCCCCCCCCCCC)=O